The molecule is a cardenolide glycoside that consists of strophanthidin having a beta-D-glucopyranosyl-(1->4)-2,6-dideoxy-beta-D-ribo-hexopyranosyl moiety attached at position 3. It is a 14beta-hydroxy steroid, a 19-oxo steroid, a 5beta-hydroxy steroid, a cardenolide glycoside, a steroid saponin and a steroid aldehyde. It derives from a strophanthidin. C[C@@H]1[C@H]([C@H](C[C@@H](O1)O[C@H]2CC[C@@]3([C@H]4CC[C@@]5([C@H](CC[C@@]5([C@@H]4CC[C@@]3(C2)O)O)C6=CC(=O)OC6)C)C=O)O)O[C@H]7[C@@H]([C@H]([C@@H]([C@H](O7)CO)O)O)O